ClC1=CC(=C(N=N1)C(NC([2H])([2H])[2H])=O)NC=1C(=C(C=CC1)C=1C=NN(C1)CCNC(OC(C)(C)C)=O)OC tert-butyl (2-(4-(3-((6-chloro-3-(trideuteromethylcarbamoyl)pyridazin-4-yl)amino)-2-methoxyphenyl)-1H-pyrazol-1-yl)ethyl)carbamate